C1(CC1)COC1=NC=CC(=C1)C1=NOC(=N1)[C@H](C)N (S)-1-(3-(2-(cyclopropylmethoxy)pyridin-4-yl)-1,2,4-oxadiazol-5-yl)ethan-1-amine